triheptylamine C(CCCCCC)N(CCCCCCC)CCCCCCC